C(C)(=O)N1CCC(CC1)N1N=CC(=C1)C1=CC(=C(C(=N1)N1[C@H](CC1)C)C#N)C(F)(F)F 6-[1-(1-acetyl-4-piperidinyl)pyrazol-4-yl]-2-[(2S)-2-methylazetidin-1-yl]-4-(trifluoromethyl)pyridine-3-carbonitrile